α-ketoisocaproate O=C(C(=O)[O-])CC(C)C